(Z)-3-cyano-3-(thiophen-2-yl)acrylic acid potassium [K].C(#N)/C(=C/C(=O)O)/C=1SC=CC1